(R)-2-(((5-(9-benzyl-6-(1-methylcyclopropoxy)-9H-purin-8-yl)-4-methylpyridin-2-yl)oxy)methyl)morpholine C(C1=CC=CC=C1)N1C2=NC=NC(=C2N=C1C=1C(=CC(=NC1)OC[C@H]1CNCCO1)C)OC1(CC1)C